O.O[C@@H](C(=O)O)[C@H](C(=O)O)O.N[C@@H]1[C@H](CC(C2=CC=CC=C12)(C)C)O (1S,2S)-1-amino-4,4-dimethyl-1,2,3,4-tetrahydronaphthalen-2-ol (2R,3R)-2,3-dihydroxysuccinate monohydrate